C12([C@H](CC3=CC=CC=C13)C[C@H](CO)C)CCC1(CC2)OCCO1 (2R)-3-[(2''S)-2'',3''-dihydrodispiro[[1,3]dioxolane-2,1'-cyclohexane-4',1''-indene]-2''-yl]-2-methylpropan-1-ol